C(=C)C1=CC=C(C=C1)C(C(O)C1=CC=C(C=C1)C=C)O 1,2-bis(4-vinylphenyl)-1,2-ethanediol